C1(=CC=CC2=CC=CC=C12)N(NC=1CCC1NC1=C(C=CC(=C1)[N+](=O)[O-])C)C 3-[N'-(Naphthalen-1-yl)-N'-methylhydrazinyl]-4-[(2-methyl-5-nitrophenyl)amino]cyclobut-3-ene